NC(C(=O)O)C1=CC(=CC=C1)F 2-amino-2-(3-fluorophenyl)acetic acid